(3,5-dibromo-4-hydroxyphenyl)(2-ethyl-6-methyl-5,6,7,8-tetrahydroimidazo[1,2-a]pyridin-3-yl)methanone BrC=1C=C(C=C(C1O)Br)C(=O)C1=C(N=C2N1CC(CC2)C)CC